4-((7S)-8-((5-ethynyl-7-methyl-1H-indol-4-yl)methyl)-1-oxo-8-azaspiro[4.5]decane-7-yl)benzoic acid C(#C)C=1C(=C2C=CNC2=C(C1)C)CN1[C@@H](CC2(CCCC2=O)CC1)C1=CC=C(C(=O)O)C=C1